Tert-butyl-heptane-6-carboxylate C(C)(C)(C)OC(=O)C(CCCCC)C